Ethyl 3,5-bis(2,5-diacetoxy-4-ethoxycarbonylbenzoylamino)benzoat C(C)(=O)OC1=C(C(=O)NC=2C=C(C(=O)OCC)C=C(C2)NC(C2=C(C=C(C(=C2)OC(C)=O)C(=O)OCC)OC(C)=O)=O)C=C(C(=C1)C(=O)OCC)OC(C)=O